(6R)-6-{2-[Ethyl({4-[2-(ethylamino)ethyl]phenyl}methyl)amino]-4-methoxyphenyl}-5,6,7,8-tetrahydronaphthalen-2-ol C(C)N(C1=C(C=CC(=C1)OC)[C@H]1CC=2C=CC(=CC2CC1)O)CC1=CC=C(C=C1)CCNCC